(2R,4R)-tert-butyl 4-(((benzyloxy)carbonyl)(methyl)amino)-2-(hydroxymethyl)pyrrolidine-1-carboxylate C(C1=CC=CC=C1)OC(=O)N([C@@H]1C[C@@H](N(C1)C(=O)OC(C)(C)C)CO)C